(R)-N-(2-(4-(4-cyclopropylpiperazin-1-yl)piperidin-1-yl)-4-methoxy-5-((6-(3-(3-(thiophen-2-yl)phenyl)isoxazolidin-2-yl)pyrimidin-4-yl)amino)phenyl)acrylamide C1(CC1)N1CCN(CC1)C1CCN(CC1)C1=C(C=C(C(=C1)OC)NC1=NC=NC(=C1)N1OCC[C@@H]1C1=CC(=CC=C1)C=1SC=CC1)NC(C=C)=O